C(C1=CC=CC=C1)S(=O)(=O)N1C[C@@H]2CNC[C@@H]2C1 cis-2-toluenesulfonyl-octahydropyrrolo[3,4-c]pyrrole